CC1=C(C(=NO1)C1=CC=CC=C1)CN1CCCCC1 1-((5-methyl-3-phenylisoxazol-4-yl)methyl)piperidin